NC1=CC2=C(N(C(N2C[C@H]2[C@@](CCC2)(C)O)=O)C)C=C1 5-amino-3-[[(1S,2S)-2-hydroxy-2-methyl-cyclopentyl]methyl]-1-methyl-benzimidazol-2-one